2-((1-(7-methyl-2-(1-methyl-1,4,5,7-tetrahydro-6H-pyrazolo[3,4-c]pyridin-6-yl)-4-oxo-4H-pyrido[1,2-a]pyrimidin-9-yl)ethyl)amino)benzoic acid CC=1C=C(C=2N(C(C=C(N2)N2CC3=C(CC2)C=NN3C)=O)C1)C(C)NC1=C(C(=O)O)C=CC=C1